{4-[6-amino-5-(2-chloro-3,6-difluoro-benzyloxy)-pyridin-3-yl]-phenyl}-[(3S)-3-amino-pyrrolidin-1-yl]-methanone NC1=C(C=C(C=N1)C1=CC=C(C=C1)C(=O)N1C[C@H](CC1)N)OCC1=C(C(=CC=C1F)F)Cl